C(C1=CC=CC=C1)(=O)N1C(=NC=2N(C=NC2C1=O)[C@@H]1O[C@@H]([C@H]([C@H]1O[Si](C)(C)C(C)(C)C)OC=C)CO[Si](C)(C)C(C)(C)C)NC(C)=O N-(1-benzoyl-9-((2R,3R,4R,5R)-3-((tert-butyl-dimethyl-silyl)oxy)-5-(((tert-butyldimethylsilyl)oxy)methyl)-4-(vinyloxy)tetrahydrofuran-2-yl)-6-oxo-6,9-dihydro-1H-purin-2-yl)acetamide